C(C1=CC=CC=C1)OC1=C(N)C=C(C(=C1)C=1C=NC(=CC1)F)Cl 2-(Benzyloxy)-5-chloro-4-(6-fluoropyridin-3-yl)aniline